FC(C=1C=NN(C1)C=1N=C(C2=C(N1)N=CC=C2)NCC=2C(=NC=CC2)C(F)(F)F)(F)F 2-(4-(trifluoromethyl)-1H-pyrazol-1-yl)-N-((2-(trifluoromethyl)pyridin-3-yl)methyl)pyrido[2,3-d]pyrimidin-4-amine